1,1,2,3,3-Pentachloropropane ClC(C(C(Cl)Cl)Cl)Cl